FC(C1=C(C=CC=C1)NS(=O)(=O)C)(F)F N-(2-(trifluoromethyl)phenyl)methanesulfonamide